BrC1=CC=C(C2=CC=CC=C12)Br 1,4-Dibromonaphthalene